diisobutylnaphthalenesulfonate sodium salt [Na+].C(C(C)C)C=1C(=C(C2=CC=CC=C2C1)S(=O)(=O)[O-])CC(C)C